NC=1NC(C=2N(C(N(C2N1)[C@@H]1O[C@@H]([C@@H]([C@H]1O)O)CO)=O)CC(F)(F)F)=O 2-Amino-9-((2R,3R,4R,5R)-3,4-dihydroxy-5-(hydroxymethyl)tetrahydrofuran-2-yl)-7-(2,2,2-trifluoroethyl)-7,9-dihydro-1H-purine-6,8-dion